4H-1,2,4,6-thiatriazine 1,1-dioxide S1(N=CNC=N1)(=O)=O